FC([C@@H]1N(CC1)C1=NC(=C(C(=N1)C=1C=NN(C1)CC(=O)N1CCNCC1)C)C(F)(F)F)F 2-(4-{2-[(R)-2-(difluoromethyl)-1-azetidinyl]-5-methyl-6-(trifluoromethyl)-4-pyrimidinyl}-1-pyrazolyl)-1-(1-piperazinyl)-1-ethanone